ethyl-N'-hydroxy-1H-pyrazole-3-carboximidamide C(C)N1N=C(C=C1)C(N)=NO